N'-[naphthalene-2,7-diylbis(oxy)bis(4,1-phenylene)]bismaleimide C1=C(C=CC2=CC=C(C=C12)OC1=CC=C(C=C1)C=1C(=O)NC(C1)=O)OC1=CC=C(C=C1)C=1C(=O)NC(C1)=O